propene-1-13C [13CH2]=CC